(5S)-3-Oxo-2-{[5-(trifluoromethyl)-1,3,4-oxadiazol-2-yl]methyl}-2,3,5,6,7,8-hexahydro[1,2,4]triazolo[4,3-a]pyridin O=C1N(N=C2N1CCCC2)CC=2OC(=NN2)C(F)(F)F